iron-chromium-tungsten [W].[Cr].[Fe]